Methyl 2,4-dioxo-6-phenylhexanoate O=C(C(=O)OC)CC(CCC1=CC=CC=C1)=O